C(#N)C1=CC(=C(COC2=CC=CC(=N2)C2CCN(CC2)CC2=NC3=C(N2CCOC)C=C(C=C3C)C(=O)O)C=C1)F 2-((4-(6-((4-cyano-2-fluorobenzyl)oxy)pyridin-2-yl)piperidin-1-yl)methyl)-1-(2-methoxyethyl)-4-methyl-1H-benzo[d]imidazole-6-carboxylic acid